NCCCCCCNC(OC(C)(C)C)=O Tert-butyl (6-aminohexyl)carbamate